C1(CCCCC(=O)OOO1)=O Alpha-keto adipate